ClC1=CC2=C(N=C(N=C2NC(C)S(=O)(=O)NCC2=NC=CC=C2)N2CCN(CC2)C)C=N1 ((6-chloro-2-(4-methylpiperazin-1-yl)pyrido[3,4-d]pyrimidin-4-yl)amino)-N-(pyridin-2-ylmethyl)ethane-1-sulfonamide